COC=1C=CC=2C=C(C3=CC(=C(C=C3C2C1)OC)OC)C(=O)O 3,6,7-trimethoxyphenanthrene-9-carboxylic acid